FC(C(=O)N)(C1=C(C=C(C=C1)OC)C(F)(F)F)F difluoro-2-(4-methoxy-2-(trifluoromethyl)phenyl)acetamide